C(C)(C)(C)OC(=O)N(C(OC(C)(C)C)=O)C=1N=NC=C(C1)CO tert-butyl N-(tert-butoxycarbonyl)-N-[5-(hydroxymethyl)pyridazin-3-yl]carbamate